ClC1=C(C(=C2C=NN(C2=C1F)[C@@H]1OCCCC1)B1OC(C(O1)(C)C)(C)C)[C@@H]1[C@@H](C1)C |&1:11| rac-6-Chloro-7-fluoro-5-((1S,2R)-2-methylcyclopropyl)-1-(tetrahydro-2H-pyran-2-yl)-4-(4,4,5,5-tetramethyl-1,3,2-dioxaborolan-2-yl)-1H-indazole